3-propyl-bicyclo-[2.2.1]-hept-5-en-2-carbaldehyde C(CC)C1C(C2C=CC1C2)C=O